5-Ethoxy-3-trichloromethyl-1,2,4-thiadiazol C(C)OC1=NC(=NS1)C(Cl)(Cl)Cl